C(C)(C)(C)OC(=O)N1C[C@@H]([C@@H](CC1)NC1=NC(=NC=C1C(=O)OCC)Cl)F ethyl 4-(((3S,4R)-1-(tert-butoxycarbonyl)-3-fluoropiperidin-4-yl) amino)-2-chloropyrimidine-5-carboxylate